methyl 6-ethenyl-5-methylimidazo[1,2-a]pyridine-8-carboxylate C(=C)C=1C=C(C=2N(C1C)C=CN2)C(=O)OC